3-(((7-(2-Aminopyrimidin-4-yl)-2,3-dihydrofuro[3,2-c]pyridin-4-yl)amino)methyl)-N-((1-(tert-butyl)-5-oxopyrrolidin-3-yl)methyl)benzamid NC1=NC=CC(=N1)C=1C2=C(C(=NC1)NCC=1C=C(C(=O)NCC3CN(C(C3)=O)C(C)(C)C)C=CC1)CCO2